4-(5-ethyl-1H-1,2,4-triazol-3-yl)piperidine hydrochloride Cl.C(C)C1=NC(=NN1)C1CCNCC1